(E)-1-phenyl-5-styryl-3-(3,4,5-trimethoxyphenyl)-1H-pyrazole-4-carboxylic acid ethyl ester C(C)OC(=O)C=1C(=NN(C1\C=C\C1=CC=CC=C1)C1=CC=CC=C1)C1=CC(=C(C(=C1)OC)OC)OC